N1N=C(C=C1)CN1C(C2=CC=C(C=C2C=N1)S(=O)(=O)C=1C=NC=CC1)=O 2-((1H-pyrazol-3-yl)methyl)-6-(pyridin-3-ylsulfonyl)phthalazin-1(2H)-one